CC1=CC=C(C=NCCC[Si](OCC)(OCC)OCC)C=C1 N-4-methylbenzylidene-3-(triethoxysilyl)propan-1-amine